2-methyl-2-(5-{[3-(5-{[(oxetan-3-yl)amino]methyl}-1-(2,2,2-trifluoroethyl)-1H-indol-2-yl)prop-2-yn-1-yl]amino}pyridin-2-yl)propanenitrile CC(C#N)(C)C1=NC=C(C=C1)NCC#CC=1N(C2=CC=C(C=C2C1)CNC1COC1)CC(F)(F)F